Cl.N1=CN=CC2=C1CNCC2 5,6,7,8-tetrahydropyrido[3,4-d]pyrimidine hydrochloride